FC1(CCC(CC1)NCCCC[C@@H](C)OC1=NC(=CC=C1S(=O)(=O)[C@H]1[C@@H](CCC1)C(=O)O)C)F (1S,2R)-2-((2-(((R)-6-((4,4-difluorocyclohexyl)amino)hexan-2-yl)oxy)-6-methylpyridin-3-yl)sulfonyl)cyclopentane-1-carboxylic acid